(2-bromo-7-methyl-4-oxo-furo[2,3-d]pyridazin-5-yl)acetic acid ethyl ester C(C)OC(CN1N=C(C2=C(C1=O)C=C(O2)Br)C)=O